2-((5-chloro-7-(6-((4-cyano-2-fluorobenzyl)oxy)pyridin-2-yl)-2,3-dihydrobenzofuran-4-yl)methyl)-3-((1-(cyanomethyl)cyclopropyl)methyl)-3H-imidazo[4,5-b]pyridine-5-carboxylic acid ClC=1C=C(C2=C(CCO2)C1CC1=NC=2C(=NC(=CC2)C(=O)O)N1CC1(CC1)CC#N)C1=NC(=CC=C1)OCC1=C(C=C(C=C1)C#N)F